COC1=C(CN2C(=C(C(C2=O)(C)C)C(=O)OC)C2=CC=CC=C2)C=CC(=C1)OC methyl 1-(2,4-dimethoxy-benzyl)-4,4-dimethyl-5-oxo-2-phenyl-4,5-dihydro-1H-pyrrole-3-carboxylate